ClC1=CC2=C(NC(=N2)NCC2CCCCC2)C=C1Cl 5,6-dichloro-N-(cyclohexylmethyl)-1H-1,3-benzodiazol-2-amine